(5-methylthiazol-4-yl)-6-(4-phenylbutoxy)-2-(thiophen-2-yl)-1H-inden-1-one CC1=C(N=CS1)C1=C(C(C2=CC(=CC=C12)OCCCCC1=CC=CC=C1)=O)C=1SC=CC1